4-amino-2,6-dibromopyridine NC1=CC(=NC(=C1)Br)Br